C1=CC=CC=2C3=CC=CC=C3C(C12)COC(=O)N[C@@H](C1=NC=2N(C=C1)C=C(N2)[C@H](C2CCC(CC2)(F)F)NC(OC(C)(C)C)=O)C2CC2 tert-butyl ((S)-(7-((R)-((((9H-fluoren-9-yl)methoxy)carbonyl)amino)(cyclopropyl)methyl)imidazo[1,2-a]pyrimidin-2-yl)(4,4-difluorocyclohexyl)methyl)carbamate